NC1=C(C2=C(CSC23CNC3)[Se]1)C#N 2-aminospiro[6H-selenopheno[2,3-c]thiophene-4,3'-azetidine]-3-carbonitrile